CC=1C(C(N(N1)C1=CC=CC=C1)=O)N=NC1=CC=CC=C1 5-methyl-2-phenyl-4-phenylazo-4H-pyrazol-3-one